FC=1C=C(C=CC1C(=O)OC)C1N(CCN(C1)C)CC1=C2C=CN(C2=C(C=C1OC)C)C(=O)OC(C)(C)C tert-butyl 4-((2-(3-fluoro-4-(methoxycarbonyl)phenyl)-4-methylpiperazin-1-yl)methyl)-5-methoxy-7-methyl-1H-indole-1-carboxylate